BrCC=1C(=C(SC1C1=CC=C(C=C1)[N+](=O)[O-])N(C(=O)OCC)CC1=C(C=CC=C1F)F)C(=O)OCC Ethyl 4-(bromomethyl)-2-((2,6-difluorobenzyl)(ethoxycarbonyl)amino)-5-(4-nitrophenyl)thiophene-3-carboxylate